(S)-1-(7-(8-chloronaphthalen-1-yl)-2-((1-methylpyrrolidin-2-yl)methoxy)-5,6,7,8-tetrahydropyrido[3,4-d]pyrimidin-4-yl)-N-methoxy-N-methylazetidine-3-carboxamide ClC=1C=CC=C2C=CC=C(C12)N1CC=2N=C(N=C(C2CC1)N1CC(C1)C(=O)N(C)OC)OC[C@H]1N(CCC1)C